tert-butyl (2R,3S,4S)-3-(acetyloxy)-4-[(tert-butoxycarbonyl)oxy]-2-[(4-methoxyphenyl)methyl]pyrrolidine-1-carboxylate C(C)(=O)O[C@H]1[C@H](N(C[C@@H]1OC(=O)OC(C)(C)C)C(=O)OC(C)(C)C)CC1=CC=C(C=C1)OC